COC1=CC=C(C=N1)[C@H](CC(=O)O)N1N=C2C=CC(=CC2=C1)OCCC1=NC=2NCCCC2C=C1 (S)-3-(6-methoxypyridin-3-yl)-3-(5-(2-(5,6,7,8-tetrahydro-1,8-naphthyridin-2-yl)ethoxy)-2H-indazol-2-yl)propionic acid